1-(acetoxymethyl)-4-((6-bromonaphthalen-2-yl)oxy)-1H-1,2,3-triazole-5-carboxylic acid C(C)(=O)OCN1N=NC(=C1C(=O)O)OC1=CC2=CC=C(C=C2C=C1)Br